trifluoromethyl-trifluoroborate FC(F)(F)[B-](F)(F)F